(R)-2-(pyridin-2-yl)-N-(6-(pyrrolidin-3-yl)pyridazin-3-yl)acetamide dihydrochloride Cl.Cl.N1=C(C=CC=C1)CC(=O)NC=1N=NC(=CC1)[C@H]1CNCC1